FC(C=1N=C(OC1)CC1CC2(CN(C2)C(=O)N2C[C@@H]3[C@@H](OCC(N3)=O)CC2)C1)(F)F (4aR,8aS)-6-[6-[[4-(trifluoromethyl)oxazol-2-yl]methyl]-2-azaspiro[3.3]heptane-2-carbonyl]-4,4a,5,7,8,8a-hexahydropyrido[4,3-b][1,4]oxazin-3-one